ClC=1C(N(C(=CC1OCC1=NC(=CC=C1)F)C)C1=CC(=NC=C1C)C1=NC(=CC=C1C)C(C)(C)O)=O (P)-3-chloro-4-((6-fluoropyridin-2-yl)methoxy)-6''-(2-hydroxypropan-2-yl)-3'',5',6-trimethyl-2H-[1,4':2',2''-terpyridin]-2-one